C(CCC)[SnH3] Butyltin hydride